N-{3-chloro-2-[(3R)-3-({[(3,4-dimethoxyphenyl)methyl](trifluoroacetyl)amino}methyl)-4-methylpiperazin-1-yl]-4-(2-fluorophenoxy)phenyl}-1-(2,2-difluoroethyl)-1H-pyrazole-3-carboxamide ClC=1C(=C(C=CC1OC1=C(C=CC=C1)F)NC(=O)C1=NN(C=C1)CC(F)F)N1C[C@@H](N(CC1)C)CN(C(C(F)(F)F)=O)CC1=CC(=C(C=C1)OC)OC